BrC1=C(C=C2C(=NC(=NC2=C1)C)N[C@H](C)C=1C(=C(C=CC1)C(C(C)(O)C)(F)F)F)OCCOC (R)-1-(3-(1-((7-bromo-6-(2-methoxyethoxy)-2-methylquinazolin-4-yl)amino)ethyl)-2-Fluorophenyl)-1,1-difluoro-2-methylpropan-2-ol